C12COCC(CC1)N2C2=NC=C(C=N2)C(=O)NC=2C(=NC=CC2C2=C(C=CC(=C2)F)F)C2CCC(CC2)(F)F 2-(3-oxa-8-azabicyclo[3.2.1]octan-8-yl)-N-(2-(4,4-difluorocyclohexyl)-4-(2,5-difluorophenyl)pyridin-3-yl)pyrimidine-5-carboxamide